C1(=CCCCC1)C=1C2=C(N=C(N1)C=1CCO[C@H](C1)C=1C=NN(C1)C1CC1)N=C(S2)N(C)C 7-(cyclohexen-1-yl)-5-[(6R)-6-(1-cyclopropylpyrazol-4-yl)-3,6-dihydro-2H-pyran-4-yl]-N,N-dimethyl-thiazolo[4,5-d]pyrimidin-2-amine